(1R,2S,5S)-methyl 3-((S)-3-cyclopropyl-2-(2-(tetrahydro-2H-pyran-4-yl)acetamido)propanoyl)-6,6-dimethyl-3-azabicyclo[3.1.0]hexane-2-carboxylate C1(CC1)C[C@@H](C(=O)N1[C@@H]([C@H]2C([C@H]2C1)(C)C)C(=O)OC)NC(CC1CCOCC1)=O